C12CN(CC2C1)C1=C(C(=C(C=C1)CN1N=CC(=C1)C(=O)O)F)C#N 1-[(4-{3-Azabicyclo[3.1.0]hex-3-yl}-3-cyano-2-fluorophenyl)methyl]-1H-pyrazole-4-carboxylic acid